C(C)(C)(C)[Si](C)(C)OCC1CC2=CC(=CC(=C2C1)F)OCCSC tert-butyl-[[4-fluoro-6-(2-methylsulfanylethoxy)indan-2-yl]methoxy]-dimethyl-silane